BrC1=C(C=C(C=C1)C=1C(=NC(=NC1)NC=1C=NN(C1)C)NC=1C=C(C=CC1F)NC(C=C)=O)F N-(3-((5-(4-bromo-3-fluorophenyl)-2-((1-methyl-1H-pyrazol-4-yl)amino)pyrimidin-4-yl)amino)-4-fluorophenyl)acrylamide